FC1=CC=C(C=C1)C=1C(=NN2C1N=C(NC2=O)SCC#C)CO 8-(4-fluorophenyl)-7-(hydroxymethyl)-2-(prop-2-yn-1-ylsulfanyl)-3H-pyrazolo[1,5-a][1,3,5]triazin-4-one